N-(1-(2,6-Dimethoxyphenyl)-2-(6-ethoxypyridin-2-yl)-1H-imidazo[4,5-b]pyrazin-6-yl)but-2-yne-1-sulfonamide COC1=C(C(=CC=C1)OC)N1C(=NC=2C1=NC(=CN2)NS(=O)(=O)CC#CC)C2=NC(=CC=C2)OCC